7-amino-8-(3-hydroxy-2,6-dimethylphenyl)-3-methyl-3,8-dihydroimidazo[4,5-g]indole-6-carboxamide NC=1N(C=2C3=C(C=CC2C1C(=O)N)N(C=N3)C)C3=C(C(=CC=C3C)O)C